ClC1=CC=C(C=N1)NC1=NC=CC2=CC(=CC=C12)OCCOC N-(6-chloropyridin-3-yl)-6-(2-methoxyethoxy)isoquinolin-1-amine